BrC1=C(C=C2C(=NC(=NC2=C1F)OC[C@H]1N(CCC1)C)N1CCN(CC1)C(=O)OC(C)(C)C)C(F)(F)F (S)-tert-butyl 4-(7-bromo-8-fluoro-2-((1-methylpyrrolidin-2-yl)methoxy)-6-(trifluoromethyl)quinazolin-4-yl)piperazine-1-carboxylate